5-chloro-N-(3-((3-(cyclopropylamino)-1,2,4-triazin-6-yl)ethynyl)-2,4-difluorophenyl)-3-(hydroxymethyl)-2-methoxybenzenesulfonamide ClC=1C=C(C(=C(C1)S(=O)(=O)NC1=C(C(=C(C=C1)F)C#CC1=CN=C(N=N1)NC1CC1)F)OC)CO